epoxypiperidinium [NH+]12C(CCCC1)O2